tert-butyl 3-((toluenesulfonyloxy)methyl)piperidine-1-carboxylate C(C1=CC=CC=C1)S(=O)(=O)OCC1CN(CCC1)C(=O)OC(C)(C)C